C(C1=CC=CC=C1)C(CC1=CNC2=CC=CC=C12)N benzyl-2-(1H-indol-3-yl)ethan-1-amine